5,5,6-trimethyl-2-norbornene CC1(C2C=CC(C1C)C2)C